CS(=O)(=NCC=1N=C2N(C=CC(=C2)C2=NOC(=N2)C(F)(F)F)C1)C1=CN=NC=C1 methyl(pyridazin-4-yl)(((7-(5-(trifluoromethyl)-1,2,4-oxadiazol-3-yl)imidazo[1,2-a]pyridin-2-yl)methyl)imino)-λ6-sulfanone